3-(3-bromophenyl-thio)-4-hydroxypent-3-en-2-one BrC=1C=C(C=CC1)SC(C(C)=O)=C(C)O